2-[6-amino-5-[8-[2-[3-(3,3-dimethylazetidin-1-yl)prop-1-ynyl]-4-pyridyl]-3,8-diazabicyclo[3.2.1]octan-3-yl]pyridazin-3-yl]phenol NC1=C(C=C(N=N1)C1=C(C=CC=C1)O)N1CC2CCC(C1)N2C2=CC(=NC=C2)C#CCN2CC(C2)(C)C